Cl.NCC=1C=CC(=C(C(=O)OC)C1)Cl Methyl 5-(aminomethyl)-2-chlorobenzoate HCl